C[C@H]1N(C[C@@H]([C@H]([C@@H]1O)O)O)CCCC1=CSC=C1 (2R,3R,4R,5S)-2-methyl-1-(3-(thien-3-yl)propyl)piperidine-3,4,5-triol